O1CCOC2=NC=C(C=C21)S(=O)(=O)N2CCC1(C[C@H](CO1)NC[C@@H](COC1=CC(=CC=C1)S(=O)(=O)C1(CC1)CO)O)CC2 (S)-1-((R)-8-(2,3-dihydro-[1,4]dioxino[2,3-b]pyridin-7-ylsulfonyl)-1-oxa-8-azaspiro[4.5]decan-3-ylamino)-3-(3-(1-(hydroxymethyl)cyclopropylsulfonyl)phenoxy)propan-2-ol